(1R,2S,5S)-N-((S)-1-amino-1-oxo-3-((S)-2-oxopyrrolidin-3-yl)propan-2-yl)-3-((2-chloro-2,2-difluoroacetyl)-L-isoleucyl)-6,6-dimethyl-3-azabicyclo[3.1.0]hexane-2-carboxamide NC([C@H](C[C@H]1C(NCC1)=O)NC(=O)[C@@H]1[C@H]2C([C@H]2CN1C([C@@H](NC(C(F)(F)Cl)=O)[C@@H](C)CC)=O)(C)C)=O